NCCNCCC[Si](OCC(CCCC)CC)(OCC(CCCC)CC)OCC(CCCC)CC N-(2-Amino-ethyl)-3-aminopropyltris(2-ethylhexoxy)silan